FC=1C=C(C=CC1N1CCN(CC1)C)C1=NNC2=C1N=C(N=C2)N2C(CN(CC2C)C(=O)[O-])C 4-(3-(3-fluoro-4-(4-methylpiperazin-1-yl)phenyl)-1H-pyrazolo[4,3-d]pyrimidin-5-yl)-3,5-dimethylpiperazine-1-carboxylate